N1N=NC=C1C1CN(CC1)C(=O)N1CC(C1)C1=CC=C(C=C1)C1(CC1)C(F)(F)F [3-(1H-Triazol-5-yl)pyrrolidin-1-yl]-[3-[4-[1-(trifluoromethyl)cyclopropyl]phenyl]azetidin-1-yl]methanone